methyl 6-(bromomethyl)nicotinate BrCC1=NC=C(C(=O)OC)C=C1